ClC=1C=C(C=CC1)C(=O)N1CC(/C(/CC1)=C/C#CC1=CC(=CC=C1)CN1CCCC1)(C)C (3-chlorophenyl)[(4E)-3,3-dimethyl-4-(3-{3-[(pyrrolidin-1-yl)methyl]phenyl}prop-2-yn-1-ylidene)piperidin-1-yl]methanone